C(C)OC(COC1=C(C=C(C(=C1)F)Br)C1=NOCC1OCCCC)=O 2-[4-bromo-5-fluoro-2-(4-butoxy-4,5-dihydroisoxazol-3-yl)phenoxy]acetic acid ethyl ester